BrC1=CC=C(C=C1)[C@@]12C[C@H](C[C@@H](CC1)N2CC2=CC=C(C=C2)OC)OCC |o1:7,9,&1:11| (±)-rel-(1S,3S)-1-(4-Bromophenyl)-3-ethoxy-8-(4-methoxybenzyl)-8-azabicyclo[3.2.1]octane